Radium Dichloride [Cl-].[Cl-].[Ra+2]